ClC1=C(C(=CC=C1C)F)CC(=O)NC1=CC(=C(C=C1)N1N=CC(=C1)F)S(N)(=O)=O 2-(2-chloro-6-fluoro-3-methylphenyl)-N-[4-(4-fluoro-1H-pyrazol-1-yl)-3-sulfamoylphenyl]acetamide